ClC1=CC=C(C=C1)C=1C(CC(NN1)=O)C1=CC=CC=C1 6-(4-chlorophenyl)-5-phenyl-4,5-dihydropyridazine-3(2H)-one